[1,3]dioxolo[4,5-h]pyrido[2,1-b]quinazoline-11-carboxamide O1COC=2C=CC=3CN4C(=NC3C21)C(=CC=C4)C(=O)N